FC(C(=O)O)(F)F.N[C@@H](C(C)C)C(=O)OCC1=C(C2=C(SC(=C2COC2=C(C=C(C=C2F)C(N)=O)F)C(=O)O)C=C1)Cl (L-valyloxy)methyl-3-((4-carbamoyl-2,6-difluorophenoxy)methyl)-4-chlorobenzo[b]thiophene-2-carboxylic acid trifluoroacetate salt